N-(6-(5-chloro-6-fluoro-7-(isoxazol-4-yl)-1H-indazol-4-yl)imidazo[1,2-a]pyrazin-2-yl)-2-fluorocyclopropane-1-carboxamide ClC=1C(=C2C=NNC2=C(C1F)C=1C=NOC1)C=1N=CC=2N(C1)C=C(N2)NC(=O)C2C(C2)F